C(C)(CC)P(=O)(C(C)CC)CCCCCC 1-di-sec-butylphosphorylhexane